C(C)(C)(C)OC(CCOCCNC(C1=C(C=C(C=C1)NC=1N=CC2=C(C3=C(C(=NC2)C2=C(C=CC=C2OC)F)C=C(C=C3)Cl)N1)OC)=O)=O 3-(2-(4-((9-chloro-7-(2-fluoro-6-methoxyphenyl)-5H-benzo[c]pyrimido[4,5-e]azepine-2-yl)amino)-2-methoxybenzamido)ethoxy)propanoic acid tert-butyl ester